2-(naphthalen-1-yl)-N-(6-oxo-1-phenyl-1,6-dihydropyridin-3-yl)acetamide C1(=CC=CC2=CC=CC=C12)CC(=O)NC1=CN(C(C=C1)=O)C1=CC=CC=C1